N-(2-(4-((2-(2,6-dioxopiperidin-3-yl)-7-fluoro-1,3-dioxoisoindoline-5-yl)methyl)piperazin-1-yl)ethyl)-4,9-dioxo-4,9-dihydronaphtho[2,3-b]furan-2-carboxamide O=C1NC(CCC1N1C(C2=C(C=C(C=C2C1=O)CN1CCN(CC1)CCNC(=O)C1=CC2=C(O1)C(C1=CC=CC=C1C2=O)=O)F)=O)=O